4,4-dimethyl-trans-stilbene CC1(CC=C(C=C1)\C=C\C1=CC=CC=C1)C